C(C)(C)(C)OC(=O)N1[C@@H]2[C@@H]([C@@H](C[C@H]1CC2)N(C2=CN=C(N=N2)SC)C)F (1s,2r,3r,5r)-2-fluoro-3-(methyl-(3-(methylsulfanyl)-1,2,4-triazin-6-yl)amino)-8-azabicyclo[3.2.1]octane-8-carboxylic acid tert-butyl ester